FC=1C=C(N)C=C(C1C=1N=NN(C1)CC1=CC=C(C=C1)OC)F 3,5-difluoro-4-(1-(4-methoxybenzyl)-1H-1,2,3-triazol-4-yl)aniline